O([Si](C1=CC=CC=C1)(C1=CC=CC=C1)C(C)(C)C)CC1CNCC1 3-((tert-butyldiphenylsiloxy)methyl)tetrahydro-1H-pyrrole